C1(CC1)NC(C(=O)N1C[C@H]2NS(C=3C(OC[C@@H]2C1)=C(N(C3)C)C(=O)NC3=CC(=C(C=C3)F)C)(=O)=O)=O trans-2-(2-(cyclopropylamino)-2-oxoacetyl)-N-(4-fluoro-3-methylphenyl)-7-methyl-2,3,3a,4,10,10a-hexahydro-1H,7H-dipyrrolo[3,4-b:3',4'-f][1,4,5]oxathiazocine-8-carboxamide 5,5-dioxide